trimethylsilyl trifluoromethanesulphonate FC(S(=O)(=O)O[Si](C)(C)C)(F)F